3-((6-(2,4-di-tert-butoxypyrimidin-5-yl)imidazo[1,2-b]pyridazin-8-yl)oxy)-2,2-difluoropropyl (2-fluorophenyl)carbamate FC1=C(C=CC=C1)NC(OCC(COC=1C=2N(N=C(C1)C=1C(=NC(=NC1)OC(C)(C)C)OC(C)(C)C)C=CN2)(F)F)=O